N-hexadecanoyl-prolinamide C(CCCCCCCCCCCCCCC)(=O)NC([C@H]1NCCC1)=O